(2S)-2-{[(9H-fluoren-9-ylmethoxy)carbonyl]amino}glutaric acid C1=CC=CC=2C3=CC=CC=C3C(C12)COC(=O)N[C@H](C(=O)O)CCC(=O)O